2-(3-oxo-2,3-dihydro-1H-inden-1-yl)acetic acid O=C1CC(C2=CC=CC=C12)CC(=O)O